bis(1,1,1,5,5,5-hexafluoro-2,4-pentanedione) ruthenium(II) [Ru+2].FC(C(CC(C(F)(F)F)=O)=O)(F)F.FC(C(CC(C(F)(F)F)=O)=O)(F)F